Cl.Cl.C1(=CC=CC2=CC=CC=C12)NCCN N-(1-Naphthyl)ethylenediamine, dihydrochloride